thioisocyanate trifluoroacetate FC(C(=O)O)(F)F.S(N=C=O)N=C=O